CO[Si](OC)(OC)C(C(=O)O)CCCCCCCC (trimethoxysilyl)-decanoic acid